(E)-2-[p-(p-chlorophenoxy)benzoylamino]-5,5-dimethyl-3-hexenoic acid ClC1=CC=C(OC2=CC=C(C(=O)NC(C(=O)O)\C=C\C(C)(C)C)C=C2)C=C1